2,2-bis(4-methoxyphenyl)-5-hydroxymethyl-6-phenyl-2H-naphtho[1,2-b]pyran COC1=CC=C(C=C1)C1(C=CC2=C(O1)C1=CC=CC=C1C(=C2CO)C2=CC=CC=C2)C2=CC=C(C=C2)OC